2-(1,3-dimethyl-2,6-dioxo-1,2,3,6-tetrahydro-7H-purin-7-yl)propanamide CN1C(N(C=2N=CN(C2C1=O)C(C(=O)N)C)C)=O